[N+](=O)([O-])C=1C=CC(=C(C=O)C1)N 5-nitro-o-aminobenzaldehyde